C(C)(=O)OC1C2CC(CCC2(C2CCC3(C(CCC3C2C1OC(C)=O)=NO)C)C)O[Si](C1=CC=CC=C1)(C1=CC=CC=C1)C(C)(C)C 3-((tert-butyldiphenylsilyl)oxy)-17-(hydroxyimino)-10,13-dimethylhexadecahydro-1H-cyclopenta[a]phenanthrene-6,7-diyl diacetate